4-(2-(cyclopropanesulfonamido)pyrimidin-4-yl)-N-(5-(6-ethoxypyrazin-2-yl)pyridin-2-yl)tetrahydro-2H-pyran-4-carboxamide C1(CC1)S(=O)(=O)NC1=NC=CC(=N1)C1(CCOCC1)C(=O)NC1=NC=C(C=C1)C1=NC(=CN=C1)OCC